ethyl-4,4,4-trifluoro-2-[(methylamino)methyl]butanoate C(C)OC(C(CC(F)(F)F)CNC)=O